2-Chloro-5-(oxetan-3-yl)pyridine ClC1=NC=C(C=C1)C1COC1